2-bromo-3,4-difluoroacetophenone CC(=O)C1=C(C(=C(C=C1)F)F)Br